ClC=1C=CC(=C(C1)C=1C(=C(N(C1)C)C)C(=O)O)C=O (5-chloro-2-formylphenyl)-1,2-dimethyl-1H-pyrrole-3-carboxylic acid